OC(CO)C=1NC=CN1 1,2-dihydroxyethylimidazole